tert-butyl (S)-(1-((4-(1-benzyl-5-methyl-1H-pyrazol-4-yl)-3-fluorophenyl)amino)-1-oxo-3,3-diphenylpropan-2-yl)carbamate C(C1=CC=CC=C1)N1N=CC(=C1C)C1=C(C=C(C=C1)NC([C@H](C(C1=CC=CC=C1)C1=CC=CC=C1)NC(OC(C)(C)C)=O)=O)F